FC1=C(C=CC=2C3=C(C(NC12)=O)C=CO3)CO 6-fluoro-7-(hydroxymethyl)-5H-furo[3,2-c]quinolin-4-one